dodecyl-methyl-triethoxysilane butyl-3-(3-bromophenyl)morpholine-4-carboxylate C(CCC)OC(=O)N1C(COCC1)C1=CC(=CC=C1)Br.C(CCCCCCCCCCC)C(C)O[Si](OCC)(OCC)C